FC(C1=NNC(=C1)C(F)F)F 3,5-Bis(difluoromethyl)-1H-pyrazol